C1CC(=O)N(C1=O)OC(=O)CCP(C2=CC=CC=C2)C3=CC=CC=C3 N-succinimidyl 3-(diphenylphosphino)propanoate